C1(CCCCC1)C1=C(C=CC=C1)N=C=S cyclohexyl-phenylisothiocyanate